C(C)OC(=O)C=1NC=CC1NCC1=C(C=CC=C1)C1N(CCCCC1)C(=O)OC(C)(C)C tert-butyl 2-(2-((2-(ethoxycarbonyl)-1H-pyrrol-3-ylamino)methyl)phenyl)azepane-1-carboxylate